C(C)(C)(C)NC(C=C)(C)C N-t-butyl-1,1-dimethylallylamine